Isopropyl (R)-2-amino-2-(4-(2-cyclopropyl-2H-1,2,3-triazol-4-yl)phenyl)-5,5,5-trifluoro-4,4-dimethylpentanoate N[C@](C(=O)OC(C)C)(CC(C(F)(F)F)(C)C)C1=CC=C(C=C1)C1=NN(N=C1)C1CC1